4-[[[(6R)-5-azaspiro[2.4]heptan-6-yl]methyl]amino]-N'-(2-ethyl-4-hydroxy-phenyl)-6-(6-methoxy-4-methyl-3-pyridyl)pyrrolo[1,2-b]pyridazine-3-carboxamidine C1CC12CN[C@H](C2)CNC=2C=1N(N=CC2C(=NC2=C(C=C(C=C2)O)CC)N)C=C(C1)C=1C=NC(=CC1C)OC